BrCC1=CC=C(C=C1)C=1N(C=C(N1)[N+](=O)[O-])C(C)C 2-(4-(bromomethyl)phenyl)-1-isopropyl-4-nitro-1H-imidazole